2-(4-fluorophenyl)-2-(1-(morpholine-4-carbonyl)piperidin-4-ylidene)acetonitrile FC1=CC=C(C=C1)C(C#N)=C1CCN(CC1)C(=O)N1CCOCC1